hexanediol dimaleate C(\C=C/C(=O)O)(=O)O.C(\C=C/C(=O)O)(=O)O.C(CCCCC)(O)O